2'-Hydroxy-4',6'-bis[(2-methoxyethoxy)methoxy]chalcone OC1=C(C(/C=C/C2=CC=CC=C2)=O)C(=CC(=C1)OCOCCOC)OCOCCOC